trans-3-((3-cyclopropylpyridin-2-yl)oxy)-2,2-dimethyl-N-(4-methylpyrrolidin-3-yl)propanamide TFA salt OC(=O)C(F)(F)F.C1(CC1)C=1C(=NC=CC1)OCC(C(=O)N[C@@H]1CNC[C@H]1C)(C)C